6-(1-(2,2-difluoroethyl)-1H-pyrazol-4-yl)-N-(3-(difluoromethyl)-1-(1-(1-(methylsulfonyl)piperidin-4-yl)azetidin-3-yl)-1H-pyrazol-4-yl)-2-pyridineamide FC(CN1N=CC(=C1)C1=CC=CC(=N1)C(=O)NC=1C(=NN(C1)C1CN(C1)C1CCN(CC1)S(=O)(=O)C)C(F)F)F